C(#N)C=1C=C(C=CC1)C=1NC(C=2N(C1)N=C(C2)C(=O)OCC)=O ethyl 6-(3-cyanophenyl)-4-oxo-4,5-dihydropyrazolo[1,5-a]pyrazine-2-carboxylate